1-((3aS,4R,6aR)-2,2-dimethyl-6-vinyl-3a,6a-dihydro-4H-cyclopenta[d][1,3]dioxol-4-yl)-1H-pyrrolo[3,2-c]pyridine CC1(O[C@@H]2[C@H](O1)C(=C[C@H]2N2C=CC=1C=NC=CC12)C=C)C